(E)-4-[4-(3-chloro-10,11-dihydro-5H-dibenzo[b,f]azepin-5-yl)butylamino]-N-benzyloxy-but-2-enamide ClC=1C=CC2=C(N(C3=C(CC2)C=CC=C3)CCCCNC/C=C/C(=O)NOCC3=CC=CC=C3)C1